N-(3-(5-(difluoromethoxy)-2-(hydroxymethyl)-2,3-dihydrobenzofuran-6-yl)-1H-pyrazol-4-yl)pyrazolo[1,5-a]pyrimidine-3-carboxamide FC(OC=1C(=CC2=C(CC(O2)CO)C1)C1=NNC=C1NC(=O)C=1C=NN2C1N=CC=C2)F